4-((4-fluorophenyl)ethynyl)-N-((3-methyloxetan-3-yl)methyl)benzamide FC1=CC=C(C=C1)C#CC1=CC=C(C(=O)NCC2(COC2)C)C=C1